2-amino-2-(bicyclo[2.2.1]heptan-2-yl)-N-(5-(1,4-dimethyl-1H-pyrazol-5-yl)pyridin-2-yl)acetamide NC(C(=O)NC1=NC=C(C=C1)C1=C(C=NN1C)C)C1C2CCC(C1)C2